C(C)NC=1C(=CC(=C(C1F)F)I)N N1-ethyl-5,6-difluoro-4-iodobenzene-1,2-diamine